C(CCCCCCCC)C1=CC=2C=C(C=C(C2C(=C1)S(=O)(=O)O)S(=O)(=O)O)CCCCCCCCC 2,7-dinonyl-4,5-naphthalenedisulfonic acid